(trans)-1'-(6-amino-5-fluoropyrimidin-4-yl)-3-((3-chloro-5-(trifluoromethyl)phenyl)amino)-2-oxo-[1,3'-bipiperidine]-4'-carboxamide NC1=C(C(=NC=N1)N1CC(C(CC1)C(=O)N)N1C(C(CCC1)NC1=CC(=CC(=C1)C(F)(F)F)Cl)=O)F